(R)-2-(5-((5-((5-bromo-2-nitrophenyl)amino)-4-methylpentyl)oxy)-1-methyl-1H-pyrazole-4-yl)-6-methylisonicotinic acid methyl ester COC(C1=CC(=NC(=C1)C)C=1C=NN(C1OCCC[C@H](CNC1=C(C=CC(=C1)Br)[N+](=O)[O-])C)C)=O